NC/C(/CN1N=CN(C1=O)C1=CC=CC(=N1)C#CC1=CC=2OCC(NC2N=C1)=O)=C\F 7-[2-[6-[1-[(E)-2-(aminomethyl)-3-fluoro-allyl]-5-oxo-1,2,4-triazol-4-yl]-2-pyridyl]ethynyl]-4H-pyrido[3,2-b][1,4]oxazin-3-one